CC1=NC(=NO1)C1=CC=C2C=CN=C(C2=C1)NCCC1=NC=2C(=NC=C(C2)C(=O)OC(C)C)N1 Propan-2-yl 2-(2-{[7-(5-methyl-1,2,4-oxadiazol-3-yl)isoquinolin-1-yl]amino}ethyl)-3H-imidazo[4,5-b]pyridine-6-carboxylate